NCCC=1C=CC(=NC1)C1=C(C=C(C#N)C=C1)CN1C=NC(=C1)C1=CC(=CC=C1)C 4-[5-(2-aminoethyl)pyridin-2-yl]-3-[[4-(3-methylphenyl)imidazol-1-yl]methyl]benzonitrile